Ethyl 3-(7-{[(2R)-2-ethyl-7-hydroxy-2,3-dihydropyrido[2,3-f][1,4]oxazepin-4(5H)-yl]methyl}-1-benzothiophen-5-yl)-3-(7-methoxy-1,4-dimethyl-1H-benzotriazol-5-yl)propanoate C(C)[C@H]1OC2=C(CN(C1)CC1=CC(=CC=3C=CSC31)C(CC(=O)OCC)C3=C(C1=C(N(N=N1)C)C(=C3)OC)C)N=C(C=C2)O